2-(4-(3-cyano-9-ethyl-6,6-dimethyl-11-oxo-6,11-dihydro-5H-benzo[b]carbazol-8-yl)-1H-pyrazol-1-yl)acetamide C(#N)C1=CC=C2C=3C(C4=C(C(C3NC2=C1)(C)C)C=C(C(=C4)CC)C=4C=NN(C4)CC(=O)N)=O